1-(3-(1-((1-(4-(4-(3-Amino-6-(2-hydroxyphenyl)pyridazin-4-yl)morpholin-2-yl)benzoyl)-4-fluoropiperidin-4-yl)methyl)piperidin-4-yl)-1-cyclobutyl-7-fluoro-1H-indol-6-yl)dihydropyrimidine NC=1N=NC(=CC1N1CC(OCC1)C1=CC=C(C(=O)N2CCC(CC2)(F)CN2CCC(CC2)C2=CN(C3=C(C(=CC=C23)N2CNCC=C2)F)C2CCC2)C=C1)C1=C(C=CC=C1)O